ClC=1C=C(C=CC1F)N(C(=O)[C@H]1N(CCC1)C1=NC(=CC(=C1)C(F)(F)F)C)CCCNC (S)-N-(3-chloro-4-fluorophenyl)-1-(6-methyl-4-(trifluoromethyl)pyridin-2-yl)-N-(3-(methylamino)propyl)pyrrolidine-2-carboxamide